N-(5-(N-(2,6-dimethylphenyl)sulfamoyl)-6-methoxypyridin-3-yl)-1-methyl-1H-indazole-3-carboxamide CC1=C(C(=CC=C1)C)NS(=O)(=O)C=1C=C(C=NC1OC)NC(=O)C1=NN(C2=CC=CC=C12)C